[4-(tert-butyl-dimethyl-silanyloxy)-phenyl]-(1-methyl-2-propoxy-ethyl)-phenyl-amine C(C)(C)(C)[Si](OC1=CC=C(C=C1)N(C1=CC=CC=C1)C(COCCC)C)(C)C